6-nitro-2-oxa-6-azaadamantane-4,8-diol dinitrate [N+](=O)([O-])OC1C2OC3C(C(N(C1C3)[N+](=O)[O-])C2)O[N+](=O)[O-]